N-methyl-5-(4-oxopiperidin-1-yl)pyridine-2-carboxamide CNC(=O)C1=NC=C(C=C1)N1CCC(CC1)=O